3-fluoro-5-methylsulfonyl-benzoic acid FC=1C=C(C(=O)O)C=C(C1)S(=O)(=O)C